4-Phenylcyclopent-1-en-1-yl trifluoromethanesulfonate FC(S(=O)(=O)OC1=CCC(C1)C1=CC=CC=C1)(F)F